ClC1=CC2=C(O[C@@H](CN(S2(=O)=O)CC2=CC(=CC=3C=CSC32)[C@H](CC(=O)O)C3=C(C2=C(N(N=N2)C)C=C3)C)CC)N=C1 (3S)-3-(7-{[(4R)-8-chloro-4-ethyl-1,1-dioxo-3,4-dihydro-2H-pyrido[2,3-b][1,4,5]oxathiazepin-2-yl]methyl}-1-benzothien-5-yl)-3-(1,4-dimethyl-1H-benzotriazol-5-yl)propanoic acid